BrC=1C=NN(C1)[C@@H](C(C)(O)C)C |o1:6| (R or S)-3-(4-bromo-1H-pyrazol-1-yl)-2-methylbutan-2-ol